C[Si](C)(C)CC(=C)C[Si](C)(C)C 1,1-bis(trimethylsilylmethyl)ethylene